CN1CC2=C(CC1)N=C(S2)C(=O)NC2=C(C(=CC=C2)C2=C(C(=CC=C2)NC(=O)C2=NN1C(C(CCC1)=O)=C2)C)C 5-methyl-N-[2-methyl-3-[2-methyl-3-[(4-oxo-6,7-dihydro-5H-pyrazolo[1,5-a]pyridine-2-carbonyl)amino]phenyl]phenyl]-6,7-dihydro-4H-thiazolo[5,4-c]pyridine-2-carboxamide